2-(2,3-dihydrofuran-4-yl)-4,4,5,5-tetramethyl-1,3,2-dioxaborolan O1CCC(=C1)B1OC(C(O1)(C)C)(C)C